C[C@@H]1C[C@@H](CC1)C1=NC=C(C(=N1)OC1=CC=CC=C1)C(=O)N[C@@H](C)\C=C\S(=O)(=O)C |r| rac-2-((1R,3S)-3-methylcyclopentyl)-N-((S,E)-4-(methylsulfonyl)but-3-en-2-yl)-4-phenoxypyrimidine-5-carboxamide